2-((2-(7-methoxy-2,3-dihydro-4H-benzo[b][1,4]oxazin-4-yl)-2-oxoethyl)amino)-4,6-bis(trifluoromethyl)nicotinonitrile COC=1C=CC2=C(OCCN2C(CNC2=C(C#N)C(=CC(=N2)C(F)(F)F)C(F)(F)F)=O)C1